C(=C)N1C(C1CC(CCC)C)=O N-vinyl-4,6-dimethyl-2-caprolactam